FC(C(=CC(F)(F)F)C(F)(F)F)(F)F 1,1,1,4,4,4-hexafluoro-2-(trifluoromethyl)-2-butene